N1CCOCC1 racemic-morpholine